1-(3-((4-nitrophenyl)ethynyl)-4-(pyridin-4-yl)phenyl)-3-(2-(pyridin-3-yl)ethyl)urea [N+](=O)([O-])C1=CC=C(C=C1)C#CC=1C=C(C=CC1C1=CC=NC=C1)NC(=O)NCCC=1C=NC=CC1